(R)-5-((3-(2,2-Difluoroethoxy)pyrazin-2-yl)oxy)-N-(3-methyl-1,1-dioxidotetrahydrothiophen-3-yl)pyrazolo[1,5-a]pyridine-2-carboxamide FC(COC=1C(=NC=CN1)OC1=CC=2N(C=C1)N=C(C2)C(=O)N[C@]2(CS(CC2)(=O)=O)C)F